(3-cyclopropyl-5-hydroxy-1-methyl-1H-pyrazol-4-yl)(2,4-dichloro-3-(morpholinomethyl)phenyl)methanone C1(CC1)C1=NN(C(=C1C(=O)C1=C(C(=C(C=C1)Cl)CN1CCOCC1)Cl)O)C